BrC=1C=C2C(C(NC(C2=CC1)=O)=O)(C)C 6-bromo-4,4-dimethylisoquinoline-1,3(2H,4H)-dione